(2S,3R)-1-[5-methoxy-6-[1-(1-methylazetidin-3-yl)pyrazol-4-yl]imidazo[1,2-a]pyrazin-8-yl]-2-methyl-azetidin-3-ol COC1=C(N=C(C=2N1C=CN2)N2[C@H]([C@@H](C2)O)C)C=2C=NN(C2)C2CN(C2)C